pyrrolidine-1-sulfonic acid [3-(5-cyano-1H-pyrrolo[2,3-b]pyridine-3-carbonyl)-2,4-difluoro-phenyl]-amide C(#N)C=1C=C2C(=NC1)NC=C2C(=O)C=2C(=C(C=CC2F)NS(=O)(=O)N2CCCC2)F